COC=1C(NC(N([C@H]2[C@H](O)[C@H](O)[C@@H](CO)O2)C1)=O)=O 5-methoxyuridine